1,3-di-tert-butylphenol C(C)(C)(C)C1(CC(=CC=C1)C(C)(C)C)O